N-(6-(5,6-dihydro-8H-[1,2,4]triazolo[3,4-c][1,4]oxazin-3-yl)pyridin-2-yl)-3-methoxy-1-(pyrazin-2-yl)-1H-pyrazole-4-carboxamide N=1N=C(N2C1COCC2)C2=CC=CC(=N2)NC(=O)C=2C(=NN(C2)C2=NC=CN=C2)OC